[4-(3,6-diiodo-9H-carbazole-9-yl)butyl]phosphonic acid IC=1C=CC=2N(C3=CC=C(C=C3C2C1)I)CCCCP(O)(O)=O